(S)-N1-ethyl-N6-(1-(2-(2-adamantylamino)-2-oxoethyl)-2-oxo-1,2-dihydropyridin-3-yl)-5-(3-methylbenzofuran-2-carboxamido)-2-oxohexanediamide C(C)NC(C(CC[C@@H](C(=O)NC=1C(N(C=CC1)CC(=O)NC1C2CC3CC(CC1C3)C2)=O)NC(=O)C=2OC3=C(C2C)C=CC=C3)=O)=O